4,4''-bis(3,6-diphenyl-9H-carbazol-9-yl)-6'-(pyridin-3-yl)-[1,1':2',1''-terphenyl] C1(=CC=CC=C1)C=1C=CC=2N(C3=CC=C(C=C3C2C1)C1=CC=CC=C1)C1=CC=C(C=C1)C=1C(=CC=CC1C=1C=NC=CC1)C1=CC=C(C=C1)N1C2=CC=C(C=C2C=2C=C(C=CC12)C1=CC=CC=C1)C1=CC=CC=C1